N[C@@H](CCO)C1=NC2=C(N1C1CCN(CC1)C)C=CC(=C2)C=2C(=NOC2C)C (S)-3-amino-3-(5-(3,5-dimethylisoxazol-4-yl)-1-(1-methylpiperidin-4-yl)-1H-benzo[d]imidazol-2-yl)propane-1-ol